C(C)C(CS(=O)(=O)[O-])CCCC 2-ethylhexanesulfonic acid anion